(4-(5-chlorooxazolo[4,5-b]pyridin-2-yl)piperazin-1-yl)(5-methyl-6-((3-methyloxetan-3-yl)methoxy)pyridin-3-yl)methanone ClC1=CC=C2C(=N1)N=C(O2)N2CCN(CC2)C(=O)C=2C=NC(=C(C2)C)OCC2(COC2)C